1,3-bis(4-bromophenyl)prop-2-en-1-one BrC1=CC=C(C=C1)C(C=CC1=CC=C(C=C1)Br)=O